ClC=1C(=C(C=C(C1)O)C1=C(C=C2C(=NC(=NC2=C1F)OCC12CCCN2CCC1)N1CC2(CC(N2)=O)CCC1)F)C1CC1 6-(7-(3-chloro-2-cyclopropyl-5-hydroxyphenyl)-6,8-difluoro-2-((tetrahydro-1H-pyrrolizin-7a(5H)-yl)methoxy)quinazolin-4-yl)-1,6-diazaspiro[3.5]nonan-2-one